N-cyanoacetyl-N'-(2-ethylcaproyl)hydrazine Didecyl-itaconate C(CCCCCCCCC)OC(C(=C)CC(=O)OCCCCCCCCCC)=O.C(#N)CC(=O)NNC(C(CCCC)CC)=O